[O-]S(=O)(=O)C(F)(F)F.C1C(CCCC1)[SH2+] 2-cyclohexylsulfonium triflate